diphenyltriazolyl-diphenyltriazoline tert-Butyl-4-{1-[(2-chlorophenyl)methyl]piperidin-4-yl}-1,4-diazepane-1-carboxylate C(C)(C)(C)OC(=O)N1CCN(CCC1)C1CCN(CC1)CC1=C(C=CC=C1)Cl.C1(=CC=CC=C1)C1(C(N(N=N1)C1=CC=CC=C1)(C1=CC=CC=C1)C=1N=NNC1)C1=CC=CC=C1